1-methyl-7-[4-(2-tetrahydropyran-4-yloxyethoxy)phenoxy]indazole-5-carboxamide CN1N=CC2=CC(=CC(=C12)OC1=CC=C(C=C1)OCCOC1CCOCC1)C(=O)N